Cl.C(C1=CC=CC=C1)N1CC=2C(=C(N=C(C2CC1)N1CC2CCC(C1)N2)OCC21CCCN1C[C@@H](C2)F)C#N 6-benzyl-1-(3,8-diazabicyclo[3.2.1]octan-3-yl)-3-(((2R)-2-fluorotetrahydro-1H-pyrrolizin-7a(5H)-yl)methoxy)-5,6,7,8-tetrahydro-2,6-naphthyridine-4-carbonitrile Hydrochloride